N-(4-(3-((2-(difluoromethoxy)phenethyl)amino)-2-hydroxypropoxy)phenyl)-N-methylmethanesulfonamide FC(OC1=C(CCNCC(COC2=CC=C(C=C2)N(S(=O)(=O)C)C)O)C=CC=C1)F